COC1=NC(=NC(=N1)OC)[N+](C)(C)CC(=O)OCCCCCCCC (4,6-dimethoxy-1,3,5-triazine-2-yl)-(2-octyloxy-2-oxoethyl)dimethylammonium